1-tert-butyl-3,5-dimethyl-2,4,6-trinitrobenzene C(C)(C)(C)C1=C(C(=C(C(=C1[N+](=O)[O-])C)[N+](=O)[O-])C)[N+](=O)[O-]